CN1CN(CCC1)C 1,3-dimethyltetrahydropyrimidine